aluminaisopropyl alcohol [Al](C)(C)O